C(C)C(C(=O)[O-])CCCC.[Mn+2].C(C)C(C(=O)[O-])CCCC Manganese (2-Ethylhexanoate)